4-(5-fluoropyrimidin-2-yl)-5-methylpyridin-2-amine FC=1C=NC(=NC1)C1=CC(=NC=C1C)N